C12C(C3CC(CC(C1)C3)C2)NC(CN2C(C(=CC=C2)NC([C@H](CC/C=C/C(=O)OC)NC(=O)C=2OC3=C(C2C)C=CC=C3)=O)=O)=O (S,E)-methyl 7-(1-(2-(2-adamantylamino)-2-oxoethyl)-2-oxo-1,2-dihydropyridin-3-ylamino)-6-(3-methylbenzofuran-2-carboxamido)-7-oxohept-2-enoate